4-(2-chloro-5-formyl-phenyl)-2-fluoro-benzonitrile ClC1=C(C=C(C=C1)C=O)C1=CC(=C(C#N)C=C1)F